CN1C(=NC=C1C1=CC(=C(C=C1)NC=1N=CC2=C(N1)C(=NC(=C2)C)N2CC1(CCO1)C2)OC)C N-(4-(1,2-dimethyl-1H-imidazol-5-yl)-2-methoxyphenyl)-6-methyl-8-(1-oxa-6-azaspiro[3.3]heptan-6-yl)pyrido[3,4-d]pyrimidin-2-amine